COC(CC(NCC1=CC=C(C=C1)CN1C(C(=C(C=C1C)OCC1=C(C=C(C=C1)F)F)Br)=O)=O)=O 2-(4-((4-(2,4-difluorobenzyloxy)-3-bromo-6-methyl-2-oxopyridin-1(2H)-yl)methyl)benzylcarbamoyl)acetic acid methyl ester